ClC1=CC=C(C=C1)C1=NN=NN1O 5-(4-chlorophenyl)-1-hydroxyl-tetrazole